C(CCCCCCCCCCCCCCCCCCC)N(CC)CCCCCCCCCCCCCCCCCCCC biseicosylethylamine